NC(C(C(C)(C)C)NC(=O)C1=NN(C2=CC=CC=C12)CCCC=C)=O N-(1-amino-3,3-dimethyl-1-oxobutan-2-yl)-1-(4-penten-1-yl)-1H-indazole-3-carboxamide